N-(4,5-Dimethoxy-2-((5,6,7,8-tetrahydro-1,6-naphthyridin-3-yl)carbamoyl)phenyl)-4-oxo-4H-chromene-2-carboxamide trifluoroacetate salt FC(C(=O)O)(F)F.COC1=CC(=C(C=C1OC)NC(=O)C=1OC2=CC=CC=C2C(C1)=O)C(NC=1C=NC=2CCNCC2C1)=O